S1C=NC2=C1C(=CC=C2)N2CC1(CN(C1)C(=O)[C@@H]1C(C1)(C)C)[C@@H](C2)C(=O)N[C@@H](C(N2CCCCC2)=O)[C@@H](C)OCC2CCCCC2 (S)-6-(benzo[d]thiazol-7-yl)-N-((2R,3R)-3-(cyclohexylmethoxy)-1-oxo-1-(piperidin-1-yl)butan-2-yl)-2-((S)-2,2-dimethylcyclopropanecarbonyl)-2,6-diazaspiro[3.4]octane-8-carboxamide